COC=1C(=NC=CC1)OCCN 2-((3-methoxypyridin-2-yl)oxy)ethan-1-amine